3-(hexyloxy)pyridine C(CCCCC)OC=1C=NC=CC1